4-bromonaphthalenecarbonitrile BrC1=CC=C(C2=CC=CC=C12)C#N